FC=1C=CC(=C(CN(C2=NC=3N(C=C2)N=CC3C(=O)OCC)C)C1)O ethyl 5-((5-fluoro-2-hydroxybenzyl) (methyl)amino)pyrazolo[1,5-a]pyrimidine-3-carboxylate